N-[(2R,3S)-2-(2,5-difluorophenyl)-4-ethyl-5-oxo-tetrahydropyran-3-yl]carbamic acid tert-butyl ester C(C)(C)(C)OC(N[C@@H]1[C@H](OCC(C1CC)=O)C1=C(C=CC(=C1)F)F)=O